(3S,4S)-8-(9-((1H-indol-7-yl)ethynyl)-7H-imidazo[1,2-c]pyrazolo[4,3-e]pyrimidin-5-yl)-3-methyl-2-oxa-8-azaspiro[4.5]decan-4-amine N1C=CC2=CC=CC(=C12)C#CC1=NNC2=C1C=1N(C(=N2)N2CCC3([C@@H]([C@@H](OC3)C)N)CC2)C=CN1